N-((1S)-1-cyclohexyl-2-((2-((5S)-5-isopropyl-2-oxopyrrolidin-3-yl)-2,3-dihydro-1H-inden-5-yl)amino)-2-oxoethyl)-1-methyl-1H-pyrazole-5-carboxamide C1(CCCCC1)[C@@H](C(=O)NC=1C=C2CC(CC2=CC1)C1C(N[C@@H](C1)C(C)C)=O)NC(=O)C1=CC=NN1C